C(#N)C=1N=C(SC1)N1CCN(CC1)S(=O)(=O)C1=CC=C(C=C1)NC(C1=C(C=CC=C1)N(S(=O)(=O)C)C)=O N-(4-((4-(4-cyanothiazol-2-yl)piperazin-1-yl)sulfonyl)phenyl)-2-(N-methylmethylsulfonamido)benzamide